tert-butyl N-[6-chloro-4-(2-methoxypyridin-4-yl)-2-oxo-1H-quinolin-3-yl]carbamate ClC=1C=C2C(=C(C(NC2=CC1)=O)NC(OC(C)(C)C)=O)C1=CC(=NC=C1)OC